(S)-2-(((2S,3R)-3-(Benzylamino)-4-((tert-butyldiphenylsilyl)oxy)butan-2-yl)oxy)propanoic acid C(C1=CC=CC=C1)N[C@@H]([C@H](C)O[C@H](C(=O)O)C)CO[Si](C1=CC=CC=C1)(C1=CC=CC=C1)C(C)(C)C